N-(3-(4-(1-methyl-1H-indazol-5-yl)phenyl)propyl)-4-morpholinobenzamide CN1N=CC2=CC(=CC=C12)C1=CC=C(C=C1)CCCNC(C1=CC=C(C=C1)N1CCOCC1)=O